1-methylpiperidine-4-carbonylchloride CN1CCC(CC1)C(=O)Cl